(R)-(2-((5-chloro-2-((3-ethyl-9-methoxy-1,2,3,4,4a,5-hexahydrobenzo[b]pyrazino[1,2-d][1,4]oxazin-8-yl)amino)-7H-pyrrolo[2,3-d]pyrimidin-4-yl)amino)phenyl)dimethylphosphine oxide ClC1=CNC=2N=C(N=C(C21)NC2=C(C=CC=C2)P(C)(C)=O)NC=2C(=CC1=C(OC[C@@H]3N1CCN(C3)CC)C2)OC